C(C)(C)(C)OC(=O)NC=1C2=C(N=NC1)C(=C(S2)C[C@H](C)NC(OC(C)(C)C)=O)C tert-butyl N-[(2S)-1-{4-[(tert-butoxycarbonyl)amino]-7-methylthieno[3,2-c]pyridazin-6-yl}propan-2-yl]carbamate